N,N,N-trimethyl-1-hexadecanaminium C[N+](CCCCCCCCCCCCCCCC)(C)C